2-[3-[(3-hexyldecyl)oxy]-2-(sulfoxy)propyl]-3,4-dihydroisoquinolinium C(CCCCC)C(CCOCC(C[N+]1=CC2=CC=CC=C2CC1)OS(=O)(=O)O)CCCCCCC